CN(C1=CC=C(\C=C\2/OC3=C(C2=O)C=C(C=C3)C(=O)O)C=C1)C (2Z)-2-[4-(dimethylamino)benzylidene]-3-oxo-2,3-dihydro-1-benzofuran-5-carboxylic acid